methyl (2S)-2-[[(2S)-2-(1H-imidazo[4,5-b]pyridine-2-carbonylamino)-4-methyl-pentanoyl]amino]-3-[(3S)-2-oxopyrrolidin-3-yl]propanoate N1C(=NC2=NC=CC=C21)C(=O)N[C@H](C(=O)N[C@H](C(=O)OC)C[C@H]2C(NCC2)=O)CC(C)C